F[C@@H]1[C@@H](O[C@@H]([C@H]1O)CO)N1C(=O)NC(=O)C=C1 1-(2-Deoxy-2-fluoro-R-D-arabinofuranosyl)uracil